6-(6-((1-(4-(Difluoromethyl)phenyl)-4-methyl-1H-1,2,3-triazol-5-yl)methoxy)pyridazin-3-yl)hexahydro-2H-pyrido[4,3-b][1,4]oxazin FC(C1=CC=C(C=C1)N1N=NC(=C1COC1=CC=C(N=N1)N1CC2C(OCCN2)CC1)C)F